C(C1=CC=CC=C1)N1CNN=C1CC=1N2C(SC1)=NC(=C2)C2=CC=C(C=C2)F 4-Benzyl-5-((6-(4-fluorophenyl)imidazo[2,1-b]thiazol-3-yl)methyl)-2,4-dihydro-3H-1,2,4-triazol